FC=1C=C2C(=NNC2=CC1OCCOC)C1=CC(=NO1)C1=CC=C(C=C1)OC1=NC=CC=C1 5-Fluoro-6-(2-methoxyethoxy)-3-{3-[4-(pyridin-2-yloxy)phenyl]-1,2-oxazol-5-yl}-1H-indazol